Dec-8-ene-3,5-dione CCC(CC(CCC=CC)=O)=O